(2S)-2-(5,6-dimethylpyridin-3-yl)-1-methylpyrrolidin-1-ium salicylate C(C=1C(O)=CC=CC1)(=O)[O-].CC=1C=C(C=NC1C)[C@H]1[NH+](CCC1)C